C(C)NC(C(=CCC(C)O)C)=O N-ethyl-(2-hydroxypropyl)methacrylamide